methyl 2-(4-bromophenyl)acetate BrC1=CC=C(C=C1)CC(=O)OC